1-methyl-5-(4,4,5,5-tetramethyl-1,3,2-dioxaborolan-2-yl)-2,3-dihydro-2λ6,1-benzisothiazole-2,2(1H)-dione CN1S(CC2=C1C=CC(=C2)B2OC(C(O2)(C)C)(C)C)(=O)=O